(3R)-3-(5-((7-(((1s,3s)-adamantan-1-yl)amino)heptyl)oxy)-2-methyl-4-oxoquinazolin-3(4H)-yl)piperidine-2,6-dione C12(CC3CC(CC(C1)C3)C2)NCCCCCCCOC2=C3C(N(C(=NC3=CC=C2)C)[C@H]2C(NC(CC2)=O)=O)=O